CN(C)CC1=CC(=C(C(=C1)C)N1C(N=C(C2=C1N=C(C(=C2)F)C2=C(C=CC=C2)F)N2[C@H](CN([C@@H](C2)C)C(C=C)=O)C)=O)C(C)C 1-[4-[(Dimethylamino)methyl]-2-isopropyl-6-methyl-phenyl]-4-[(2S,5R)-2,5-dimethyl-4-prop-2-enoyl-piperazin-1-yl]-6-fluoro-7-(2-fluorophenyl)pyrido[2,3-d]pyrimidin-2-one